(3-methacrylamidopropyl)trimethylammonium methyl-sulphate COS(=O)(=O)[O-].C(C(=C)C)(=O)NCCC[N+](C)(C)C